benzopyran-7-d O1CC=CC2=C1C=C(C=C2)[2H]